(3-{[(4-methoxybenzyl)oxy]methyl}-4-methylphenyl)methanol indium hydroxide [OH-].[In+3].COC1=CC=C(COCC=2C=C(C=CC2C)CO)C=C1.[OH-].[OH-]